6-acetamido-N-methoxy-N-methyl-4-(trifluoromethyl)pyridine-2-carboxamide C(C)(=O)NC1=CC(=CC(=N1)C(=O)N(C)OC)C(F)(F)F